FC=1C=CC2=C(N=C(S2)C([C@H](C[C@H]2C(NCC2)=O)NC(OC(C)(C)C)=O)=O)C1 tert-Butyl ((S)-1-(5-fluorobenzo[d]thiazol-2-yl)-1-oxo-3-((S)-2-oxopyrrolidin-3-yl)propan-2-yl)carbamate